C1(=CC=CC=C1)COC=1C=C2CCC(CC2=C(C1Br)F)=O 6-(Phenylmethoxy)-7-bromo-8-fluoro-3,4-dihydronaphthalen-2(1H)-one